C(C#C)SC1=NC(=CC=N1)C(F)(F)F 2-(prop-2-yn-1-ylthio)-6-(trifluoromethyl)pyrimidine